ethyl 2-((1-((benzyloxy)methyl)cyclopropyl)sulfonyl)acetate C(C1=CC=CC=C1)OCC1(CC1)S(=O)(=O)CC(=O)OCC